C(C)N1N=C(C2=C1CN(C2)S(=O)(=O)C)C(=O)N2CCC(CC2)C2=C(C=CC=C2)C(F)(F)F (1-ethyl-5-(methylsulfonyl)-1,4,5,6-tetrahydropyrrolo[3,4-c]pyrazol-3-yl)(4-(2-(trifluoromethyl)phenyl)piperidin-1-yl)methanone